CC1CC2(NC3=NC(=C(C=C3CC2)C2=NC=CC=N2)C)CN1C([C@H](C)C1=CC(=NC=C1F)OC)=O (2R)-1-(5,7'-dimethyl-6'-(pyrimidin-2-yl)-3',4'-dihydro-1'H-spiro[pyrrolidin-3,2'-[1,8]naphthyridine]-1-yl)-2-(5-fluoro-2-methoxypyridin-4-yl)propan-1-one